CC=1C=C(C=C(C1)C)N1C(=NC2=CC(=C(C=C2C1=O)/C=C/C(=O)NO)F)C(C)F (E)-3-(3-(3,5-dimethylphenyl)-7-fluoro-2-(1-fluoroethyl)-4-oxo-3,4-dihydroquinazolin-6-yl)-N-hydroxyacrylamide